C(C)(C)(C)OC([C@@H](NC(=O)OCC1=CC=CC=C1)CO)=O N-Cbz-L-serine tert-butyl ester